ClC1=NC=C(C(=N1)NCC1CN(CC1)C(=O)OC(C)(C)C)[N+](=O)[O-] tert-Butyl 3-(((2-chloro-5-nitropyrimidin-4-yl)amino)methyl)pyrrolidine-1-carboxylate